(E)-1-phenyl-3-(1H-pyrrol-2-yl)-prop-2-en-1-one C1(=CC=CC=C1)C(\C=C\C=1NC=CC1)=O